tert-Butyl (S)-2-((3-((1-(7-((tert-butoxycarbonyl)amino)quinolin-5-yl)cyclopropyl)carbamoyl)-4-methylphenoxy)methyl)azetidine-1-carboxylate C(C)(C)(C)OC(=O)NC1=CC(=C2C=CC=NC2=C1)C1(CC1)NC(=O)C=1C=C(OC[C@H]2N(CC2)C(=O)OC(C)(C)C)C=CC1C